BrC1=CC=C(CN2C(N(C(C2CCC(=O)NC(C(=O)NO)CC)=O)C2=CC=C(C=C2)Cl)=O)C=C1 (3-(3-(4-bromobenzyl)-1-(4-chlorophenyl)-2,5-dioxoimidazolin-4-yl)propanamido)-N-hydroxybutyramide